N-(2-cyano-5-methyl-phenyl)-N-(methylsulfonyl)methanesulfonamide C(#N)C1=C(C=C(C=C1)C)N(S(=O)(=O)C)S(=O)(=O)C